C(C(C)C)S(=O)(=O)C=1C=C2C(=CNC2=CC1)CCNC(C)=O N-[2-(5-Isobutylsulfonyl-1H-indol-3-yl)ethyl]acetamide